C1(CC1)C=1C=C(C(N(C1)[C@H]1COCCC1)=O)NC1=NC=2C(=NC(=CC2)OC2=CC(=NC=C2)NC(C)=O)N1C (R)-N-(4-((2-((5-cyclopropyl-2-oxo-1-(tetrahydro-2H-pyran-3-yl)-1,2-dihydropyridin-3-yl)amino)-3-methyl-3H-imidazo[4,5-b]pyridin-5-yl)oxy)pyridin-2-yl)acetamide